3-fluoro-N-methylbicyclo[1.1.1]pentane-1-amine hydrochloride Cl.FC12CC(C1)(C2)NC